ClC=1N=C2N(C=CC(=C2)S(=O)(=O)N(C)[C@@H](C(F)(F)F)C2=CC=C(C=C2)Cl)C1 (R)-chloro-N-(1-(4-chlorophenyl)-2,2,2-trifluoroethyl)-N-methylimidazo[1,2-a]pyridine-7-sulfonamide